ClC=1C(=NC=CC1SC=1N=CC(=NC1)N1CCC2(C(C3=CC=CN3C2)=CC(C)(S(=O)N)C)CC1)N1N=CC=C1 (1-(5-((3-chloro-2-(1H-pyrazol-1-yl)pyridin-4-yl)thio)pyrazin-2-yl)-1'H,3'H-spiro[piperidine-4,2'-pyrrolizin]-1'-ylidene)-2-methylpropane-2-sulfinamide